NC=1N=C(SC1C(C1=CC=CC=C1)=O)N([C@@H](C(=O)N)C)C=1C=NC(=CC1)C(F)F |r| rac-2-[(4-amino-5-benzoyl-thiazol-2-yl)-[6-(difluoromethyl)-3-pyridyl]amino]propanamide